COC(=O)C1N(CCN(C1)C1=C(C(N(C2=CC=C(N=C12)C#N)C)=O)[N+](=O)[O-])C(C1=CC=C(C=C1)F)C1=CC=C(C=C1)F Methyl-1-(bis(4-fluorophenyl)methyl)-4-(6-cyano-1-methyl-3-nitro-2-oxo-1,2-dihydro-1,5-naphthyridin-4-yl)piperazine-2-carboxylate